3-chloro-2-fluoro-4-iodo-pyridine ClC=1C(=NC=CC1I)F